8-(4-Benzylpiperidine-1-carbonyl)-2-(4-(trifluoromethoxy)phenyl)-5,10-dihydro-11H-dibenzo[b,e][1,4]diazepin-11-one C(C1=CC=CC=C1)C1CCN(CC1)C(=O)C=1C=CC2=C(NC(C3=C(N2)C=CC(=C3)C3=CC=C(C=C3)OC(F)(F)F)=O)C1